6-((3-chloro-2-(3-(phenylsulfonyl)ureido)pyridin-4-yl)thio)-5-methylpyrazine-2-carboxylic acid ethyl ester C(C)OC(=O)C1=NC(=C(N=C1)C)SC1=C(C(=NC=C1)NC(=O)NS(=O)(=O)C1=CC=CC=C1)Cl